1-(1-(7,8-Difluoro-1-oxo-1,2-dihydroisoquinolin-4-yl)ethyl)-3-(3,4-difluorophenyl)-1-ethylurea FC1=CC=C2C(=CNC(C2=C1F)=O)C(C)N(C(=O)NC1=CC(=C(C=C1)F)F)CC